COC=1C=C(OCC(=O)O)C=CC1C(NC=1OC(=NN1)C=1SC=CC1)=O 2-(3-methoxy-4-((5-(thiophen-2-yl)-1,3,4-oxadiazol-2-yl)carbamoyl)phenoxy)Acetic acid